5-(5-amino-2-(imidazo[1,2-a]pyridin-2-yl)-2,3-dihydro-1H-inden-2-yl)-5,7-diazaspiro[2.5]octan-6-one NC=1C=C2CC(CC2=CC1)(C=1N=C2N(C=CC=C2)C1)N1CC2(CC2)CNC1=O